benzo[d][1,3]dioxol-5-carboxamide hydrochloride Cl.O1COC2=C1C=CC(=C2)C(=O)N